C(C)(=O)NC1=NC=CC(=C1)C1=C(N=C(N1COCC[Si](C)(C)C)SC)C1=C(C=CC=C1)NC(C1=C(C=CC=C1)O)=O N-(2-(5-(2-acetamidopyridin-4-yl)-2-(methylthio)-1-((2-(trimethylsilyl)ethoxy)methyl)-1H-imidazol-4-yl)phenyl)-2-hydroxybenzamide